C(=O)(OC(C)(C)C)NC1=CC=C(CN)C=C1 4-(Boc-amino)benzylamine